4-(5-(3-cyano-6-(1-methyl-1H-pyrazol-4-yl)pyrazolo[1,5-a]pyrazin-4-yl)pyridin-2-yl)-N-isobutylpiperazine-1-carboxamide C(#N)C=1C=NN2C1C(=NC(=C2)C=2C=NN(C2)C)C=2C=CC(=NC2)N2CCN(CC2)C(=O)NCC(C)C